(2S,3S)-3-((2-(2-chloro-5H-pyrrolo[2,3-b]pyrazin-7-yl)-6-(5-chlorothiophen-2-yl)-5-fluoropyrimidin-4-yl)amino)bicyclo[2.2.2]octane-2-carboxylic acid ClC=1N=C2C(=NC1)NC=C2C2=NC(=C(C(=N2)N[C@@H]2[C@H](C1CCC2CC1)C(=O)O)F)C=1SC(=CC1)Cl